3-chloro-N-{(1S)-1-[1-(5-cyanopyridin-2-yl)-1H-1,2,4-triazol-5-yl]ethyl}-5-[(difluoromethyl)sulfanyl]benzamide (E)-ethyl-2-(4-nitrobenzylidene)-3-oxobutyrate C(C)OC(/C(/C(C)=O)=C/C1=CC=C(C=C1)[N+](=O)[O-])=O.ClC=1C=C(C(=O)N[C@@H](C)C2=NC=NN2C2=NC=C(C=C2)C#N)C=C(C1)SC(F)F